CC1=C(C=CC=C1C)OC1=CC=C(C=C1)N1C(NN=C1C)=O 4-{4-[(2,3-dimethylphenyl)oxy]phenyl}-5-methyl-2,4-dihydro-3H-1,2,4-triazol-3-one